7-oxooctahydroindolizine-3-carboxylate O=C1CCN2C(CCC2C1)C(=O)[O-]